C(C)(C)NC(O)=O.C(C)(C)(C)N1N=C(N=C1)C1=C(C=C(C=C1)C(=O)N1CCN(CC1)C=1OC=2C(=NC(=CC2)C)N1)Cl [4-(1-tert-Butyl-1,2,4-triazol-3-yl)-3-chlorophenyl]-[4-(5-methyloxazolo[4,5-b]pyridin-2-yl)piperazin-1-yl]methanon iso-Propyl-carbamate